The molecule is an alkane-alpha,omega-diammonium(2+) ion that is the doubly-charged ammonium ion, arising from protonation of both nitrogens of cadaverine. The major species at pH 7.3. It has a role as a plant metabolite. It is a conjugate acid of a cadaverine. C(CC[NH3+])CC[NH3+]